tert-butyl (3S)-3-[(5-amino-6-cyano-3-fluoro-2-pyridyl)oxy]pyrrolidine-1-carboxylate NC=1C=C(C(=NC1C#N)O[C@@H]1CN(CC1)C(=O)OC(C)(C)C)F